3-[(2-carbamimidoyl-phenyl)amino]propanoic acid C(N)(=N)C1=C(C=CC=C1)NCCC(=O)O